(2S,5R)-N-(N-ethylsulfamoyl)-6-hydroxy-7-oxo-1,6-diazabicyclo[3.2.1]octane-2-carboximidamide C(C)NS(=O)(=O)NC(=N)[C@H]1N2C(N([C@H](CC1)C2)O)=O